C=C1CN2[C@H]3[C@@H](CC2(C1)CO)C3 ((1aR,6aR)-4-methylenehexahydrocyclopropa[b]pyrrolizin-5a(3H)-yl)methanol